7-[5-chloranyl-2-[2-[2,6-di(methyl)-4-oxidanylidene-7,8-dihydro-5H-pyrimido[5,4-f][1,4]oxazepin-3-yl]ethoxy]phenyl]-5-methyl-thieno[3,2-b]pyridine-3-carboxylic acid ClC=1C=CC(=C(C1)C1=C2C(=NC(=C1)C)C(=CS2)C(=O)O)OCCN2C(=NC1=C(CN(CCO1)C)C2=O)C